N1CCC(CC1)NC(OC1CCOCC1)=O Oxacyclohexan-4-yl N-(piperidin-4-yl)carbamate